(S)-4-(6-(3,6-dihydro-2H-pyran-4-yl)-1H-pyrrolo[2,3-b]Pyridin-3-yl)-N-(piperidin-3-yl)-5-(trifluoromethyl)pyrimidin-2-amine O1CCC(=CC1)C1=CC=C2C(=N1)NC=C2C2=NC(=NC=C2C(F)(F)F)N[C@@H]2CNCCC2